C(CCCCCCC\C=C/CCCCCCCC)(=O)OCC(COC(CCCCCCC\C=C/CCCCCCCC)=O)(COC(CCCCCCC\C=C/CCCCCCCC)=O)COC(CCCCN(C)C)=O 2-(((5-(dimethylamino)pentanoyl)oxy)methyl)-2-((oleoyloxy)methyl)propane-1,3-diyl dioleate